1-(2-(5-(2-fluoro-4-methoxyphenyl)-1H-imidazol-2-yl)piperidin-1-yl)-2-(methylthio)propan-1-one FC1=C(C=CC(=C1)OC)C1=CN=C(N1)C1N(CCCC1)C(C(C)SC)=O